t-butyl-diphenyl-silanol (3,3-difluorocyclobutyl)(3-methyl-6-(2-methyl-2H-pyrazolo[3,4-b]pyridin-5-yl)thieno[2,3-b]pyridin-2-yl)methyl-acetate FC1(CC(C1)C(C(=O)O)CC1=C(C=2C(=NC(=CC2)C2=CC=3C(N=C2)=NN(C3)C)S1)C)F.C(C)(C)(C)[Si](O)(C1=CC=CC=C1)C1=CC=CC=C1